1-(6-(4-(1-hydroxy-propan-2-yl)-4H-1,2,4-triazol-3-yl)pyridin-2-yl)-3-(5-(methylsulfonyl)-4,5,6,7-tetrahydrothiazolo[5,4]pyridin-2-yl)urea OCC(C)N1C(=NN=C1)C1=CC=CC(=N1)NC(=O)NC=1SC=2CCC(NC2N1)S(=O)(=O)C